3,4-dihydro-7-methoxy-2(1H)-quinolinone COC1=CC=C2CCC(NC2=C1)=O